((1s,3s)-3-((5-(3-(2,2-difluoroethyl)-2-methyl-3H-imidazo[4,5-b]pyridin-5-yl)pyrrolo[2,1-f][1,2,4]triazin-2-yl)amino)-1-methylcyclobutyl)(pyrrolidin-1-yl)methanone FC(CN1C(=NC=2C1=NC(=CC2)C=2C=CN1N=C(N=CC12)NC1CC(C1)(C)C(=O)N1CCCC1)C)F